(S)-N-methyl-N-(((R)-5-morpholino-1,2,3,4-tetrahydroisoquinolin-3-yl)methyl)-5,6,7,8-tetrahydroquinolin-8-amine CN([C@H]1CCCC=2C=CC=NC12)C[C@@H]1NCC2=CC=CC(=C2C1)N1CCOCC1